(S)-1-(Toluene-4-sulfonyl)-pyrrolidine-2-carboxylic acid benzofuran-6-ylmethyl-(4,4-difluoro-cyclohexyl)-amide O1C=CC2=C1C=C(C=C2)CN(C(=O)[C@H]2N(CCC2)S(=O)(=O)C2=CC=C(C)C=C2)C2CCC(CC2)(F)F